BrC=1C(=NC(=NC1)NC=1C=C2C=NN(C2=CC1)CC)NC1=C(C=CC=C1)S(=O)(=O)C 5-bromo-N2-(1-ethylindazol-5-yl)-N4-(2-methylsulfonylphenyl)pyrimidine-2,4-diamine